tert-Butyl 5-hydroxy-3-iodo-1H-indazole-1-carboxylate OC=1C=C2C(=NN(C2=CC1)C(=O)OC(C)(C)C)I